NC=1SC2=C(N1)C=CC(=C2)N(C(=O)NC2=CC=C(C=C2)Cl)CCN2C(CCCC2)=O (2-aminobenzo[d]thiazol-6-yl)-3-(4-chlorophenyl)-1-[2-(2-oxopiperidin-1-yl)ethyl]urea